C(C=C)C(C(=O)[O-])CC=C.[Na+] sodium diallylacetate